N[C@H](C)C=1C=C(C=C2C(N(C(=NC12)C1CCOCC1)C1CC1)=O)F (R)-8-(1-aminoethyl)-3-cyclopropyl-6-fluoro-2-(tetrahydro-2H-pyran-4-yl)quinazolin-4(3H)-one